4-methanesulfonylphenyldiphenylsulfonium perfluoro-n-octanesulfonate FC(C(C(C(C(C(C(C(F)(F)F)(F)F)(F)F)(F)F)(F)F)(F)F)(F)F)(S(=O)(=O)[O-])F.CS(=O)(=O)C1=CC=C(C=C1)[S+](C1=CC=CC=C1)C1=CC=CC=C1